4-chloro-6-(4-(4-isopropylpiperazin-1-yl)phenyl)-1-methyl-1H-benzo[d]imidazole ClC1=CC(=CC=2N(C=NC21)C)C2=CC=C(C=C2)N2CCN(CC2)C(C)C